Cl.C12CC(CC(CC1)N2)N(C=2SC=1N=C(N=CC1N2)C=2C=C(C=1N(C2)C=C(N1)C)C#N)C 6-{2-[(3-exo)-8-Azabicyclo[3.2.1]oct-3-yl(methyl)amino][1,3]thiazolo[5,4-d]pyrimidin-5-yl}-2-methylimidazo[1,2-a]pyridin-8-carbonitril-Hydrochlorid